C1(=CC=CC2=CC3=CC4=CC5=CC=CC=C5C=C4C=C3C=C12)C=1[C-](C=CC1)P(C(C)(C)C)C(C)(C)C.[CH-]1C=CC=C1.[Fe+2] pentacenyl-(di-t-butylphosphino)ferrocene